ClC=1C(=C2C(=C(N(C2=CC1)CCC(=O)OC)C(=O)OC)C)C=1C(=NN(C1C)C)CI Methyl 5-chloro-4-(3-(iodomethyl)-1,5-dimethyl-1H-pyrazol-4-yl)-1-(3-methoxy-3-oxopropyl)-3-methyl-1H-indole-2-carboxylate